C(C)(C)(C)OC(=O)C1CCN(CC1)C(=O)C1(CC1)C(=O)O 1-(4-(tert-butoxycarbonyl)piperidine-1-carbonyl)cyclopropane-1-carboxylic acid